S(=O)(=O)(O)C1C(=O)N(C(C1)=O)OC(CCCCCNC1=C(C=C(C=C1)N=[N+]=[N-])[N+](=O)[O-])=O 6-[(4-azido-2-nitrophenyl)amino]hexanoic acid sulfosuccinimidyl ester